2-((azetidine-1-carbonyl)oxy)acetic acid N1(CCC1)C(=O)OCC(=O)O